COC(=O)C=1C=CC(=C2C1CCO2)Br.C(C=C)OCC2=C(C=CC(=C2)C(F)(F)F)Br 2-((allyloxy)methyl)-1-bromo-4-(trifluoromethyl)benzene methyl-7-bromo-2,3-dihydrobenzofuran-4-carboxylate